di-(2-bromophenyl)phosphorus chloride BrC1=C(C=CC=C1)P(C1=C(C=CC=C1)Br)Cl